N-methyl-4,6,7,8-tetrahydropyrazolo[1,5-a][1,4]diazepine-2-carboxamide CNC(=O)C1=NN2C(CNCCC2)=C1